F[P-](F)(F)(F)(F)F.N1(CCCC1)[PH+](N1CCCC1)N1CCCC1 tris-1-pyrrolidinyl-phosphonium hexafluorophosphate